N-[5-(3-chlorophenyl)-2-[4-[[1-[2-[4-[2-fluoro-5-[(4-oxo-3H-phthalazin-1-yl)methyl]benzoyl]piperazin-1-yl]-2-oxo-ethyl]-4-piperidyl]oxy]piperidine-1-carbonyl]-3-pyridyl]acetamide ClC=1C=C(C=CC1)C=1C=C(C(=NC1)C(=O)N1CCC(CC1)OC1CCN(CC1)CC(=O)N1CCN(CC1)C(C1=C(C=CC(=C1)CC1=NNC(C2=CC=CC=C12)=O)F)=O)NC(C)=O